4-methoxy-2-amino-N,N-dimethylaniline COC1=CC(=C(N(C)C)C=C1)N